CN1C(=NC(=C1C(NCCC(C)C1=CC=CC=C1)=O)C)C1=CC=C2C(=NNC2=C1)C(=O)NC 6-(1,4-dimethyl-5-((3-phenylbutyl)carbamoyl)-1H-imidazol-2-yl)-N-methyl-1H-indazole-3-carboxamide